Hexenoic acid choline OCC[N+](C)(C)C.C(C=CCCC)(=O)O